8-(((S)-but-3-yn-2-yl)oxy)-7-(1H-pyrazol-4-yl)-N-(trans-2-(trifluoromethyl)cyclobutyl)-[1,2,4]triazolo[1,5-c]pyrimidin-2-amine C[C@@H](C#C)OC=1C=2N(C=NC1C=1C=NNC1)N=C(N2)N[C@H]2[C@@H](CC2)C(F)(F)F